ClC1=CC2=C(OC(CN2)C2=NN=C(O2)[C@@H]2CC[C@H](CC2)C(=O)O)C=C1 trans-4-(5-(6-chloro-3,4-dihydro-2H-benzo[b][1,4]oxazin-2-yl)-1,3,4-oxadiazol-2-yl)cyclohexanecarboxylic acid